N-(5-((6-((R)-3-(3-chloro-4-fluorophenyl)isoxazolidine-2-yl)pyrimidine-4-yl)amino)-2-((S)-3-(dimethylamino)pyrrolidine-1-yl)-4-methoxyphenyl)acrylamide ClC=1C=C(C=CC1F)[C@@H]1N(OCC1)C1=CC(=NC=N1)NC=1C(=CC(=C(C1)NC(C=C)=O)N1C[C@H](CC1)N(C)C)OC